N[C@H](C(=O)OCC1=CC=CC=C1)C benzyl (2S)-2-aminopropionate